2-azabicyclo[2.2.2]octan-5-yl 2-(3,5-dichlorophenyl)benzo[d]oxazole-6-carboxylate hydrochloride Cl.ClC=1C=C(C=C(C1)Cl)C=1OC2=C(N1)C=CC(=C2)C(=O)OC2C1CNC(C2)CC1